methylene-6-(5-isopropyl-1-(3-(S)-(2-methylmorpholino)propylimidazol-4-yl)methylene)piperazine-2,5-dione, hydrochloride Cl.C=C1C(NC(C(N1)=O)=CC=1N=C(NC1C(C)C)CCCN1CC(OCC1)C)=O